C1=C(CC12CCOCC2)OS(=O)(=O)C(F)(F)F.ClC2=C(C=C(C(=O)NCC1=NC=C3C=CC(=NC3=C1)C1=NC(=CC=C1)N1C[C@H](O[C@H](C1)C)C)C=C2)P(=O)(C)C 4-chloro-N-((2-(6-((2R,6S)-2,6-dimethylmorpholino)pyridin-2-yl)-1,6-naphthyridin-7-yl)methyl)-3-(dimethylphosphoryl)benzamide 7-oxaspiro[3.5]non-1-en-2-yl-trifluoromethanesulfonate